F[C@@H]1[C@@H](C1)C(=O)NC=1N=C2N(C=C(C=C2)C=2SC=CC2C)C1 (1s,2s)-2-fluoro-N-(6-(3-methylthiophene-2-yl)imidazo[1,2-a]pyridin-2-yl)cyclopropane-1-carboxamide